FC(C1=NN=C(O1)C1=CN=C(S1)CN(C(CC)=O)C=1C=NC=C(C1)F)F N-({5-[5-(difluoromethyl)-1,3,4-oxadiazol-2-yl]-1,3-thiazol-2-yl}methyl)-N-(5-fluoropyridin-3-yl)propanamide